CN1N=C(C(=C1)C)C 1,3,4-trimethyl-1H-pyrazol